FC1=C(C=C2C(NC=NC2=C1)=O)C1=CC=C(C=C1)F 7-fluoro-6-(4-fluorophenyl)quinazolin-4(3H)-one